Dimethylsilyl-(benzo[e]inden-3-yl)(3-isopropyl-indenyl)zirconium dichloride [Cl-].[Cl-].C[SiH](C)[Zr+2](C1C=C(C2=CC=CC=C12)C(C)C)C1C=CC=2C3=C(C=CC12)C=CC=C3